O=C(C(=O)O)CC(C(CO)O)O 2-keto-4,5,6-trihydroxyhexanoic acid